4-(3,3-Dimethyl-2,3-dihydro-1H-indol-5-yl)piperidine-1-carboxylic acid tert-butyl ester C(C)(C)(C)OC(=O)N1CCC(CC1)C=1C=C2C(CNC2=CC1)(C)C